C(C)(C)(C)OC(CC[C@H](C(=O)O)C)=O (R)-5-(tert-butoxy)-2-methyl-5-oxopentanoic acid